(2R,6S)-4-(5-(2,4-dichloro-5,5-dimethyl-5,6-dihydro-7H-pyrrolo[2,3-d]pyrimidin-7-yl)pyridin-2-yl)-2,6-dimethylmorpholine ClC=1N=C(C2=C(N1)N(CC2(C)C)C=2C=CC(=NC2)N2C[C@H](O[C@H](C2)C)C)Cl